6-chloro-N-(2-chlorobenzoyl)-N-[(4-methoxyphenyl)methyl]-2-(methylthio)pyrimidine-4-carboxamide ClC1=CC(=NC(=N1)SC)C(=O)N(CC1=CC=C(C=C1)OC)C(C1=C(C=CC=C1)Cl)=O